5'-chloro-N-[3-(1H-imidazol-1-yl)propyl]-7'-oxo-7',8'-dihydro-6'H-spiro[cyclohexane-1,9'-furo[2,3-f]quinazoline]-2'-carboxamide ClC=1C=C2C(=C3C4(NC(NC13)=O)CCCCC4)OC(=C2)C(=O)NCCCN2C=NC=C2